C1(=CC=CC2=CC=CC=C12)C=1C(=CC=C2C=CC=CC12)O 2'-Binaphthol